methyl-pyrazine-2-carboxylic acid ethyl ester C(C)OC(=O)C1=NC=CN=C1C